FC(C1=CC(=NC=C1F)F)F 4-(difluoromethyl)-2,5-difluoro-pyridine